C(C)(C)(C)C=1SC2=C(N1)C(CC1(CCN(CC1)C(=O)C=1C=C3C(=NN(C3=C(C1)OCC)C)C)C2)=O 2-(tert-butyl)-1'-(7-ethoxy-1,3-dimethyl-1H-indazole-5-carbonyl)-5H-spiro[benzo[d]thiazole-6,4'-piperidin]-4(7H)-one